O1C(CC1)CC1=CN=C2N1C=C(C=C2)C(=O)O 3-(oxetane-2-ylmethyl)imidazo[1,2-a]pyridine-6-carboxylic acid